2-(2-(cyclopropanesulfonylamino)pyrimidin-4-yl)-N-(6-(6-ethoxypyrazin-2-yl)pyridin-3-yl)-2-methylpropanamide C1(CC1)S(=O)(=O)NC1=NC=CC(=N1)C(C(=O)NC=1C=NC(=CC1)C1=NC(=CN=C1)OCC)(C)C